The molecule is a short-chain, methyl-branched fatty acyl-CoA having 2-methylbutanoyl as the S-acyl group. It is a short-chain fatty acyl-CoA and a methyl-branched fatty acyl-CoA. It derives from a coenzyme A and a 2-methylbutyric acid. It is a conjugate acid of a 2-methylbutanoyl-CoA(4-). CCC(C)C(=O)SCCNC(=O)CCNC(=O)[C@@H](C(C)(C)COP(=O)(O)OP(=O)(O)OC[C@@H]1[C@H]([C@H]([C@@H](O1)N2C=NC3=C(N=CN=C32)N)O)OP(=O)(O)O)O